NCC1OC2=C(C1)C=CC=C2[C@@H](C)NC2=NC=1N(C=C2)N=CC1C(=O)O 5-(((1R)-1-(2-(aminomethyl)-2,3-dihydrobenzo-furan-7-yl)ethyl)amino)pyrazolo[1,5-a]pyrimidine-3-carboxylic acid